NC=1C(=C(C=CC1F)N(S(=O)(=O)CCCF)COCC[Si](C)(C)C)F N-(3-amino-2,4-difluorophenyl)-3-fluoro-N-((2-(trimethylsilyl)ethoxy)methyl)propane-1-sulfonamide